Cl.Cl.ClC1=CC=C(C=C1)[C@@H](CNCCCOCCC(=O)O)C(=O)N1CCN(CC1)C=1C2=C(N=CN1)CC[C@H]2C 3-(3-(((S)-2-(4-chlorophenyl)-3-(4-((R)-5-methyl-6,7-dihydro-5H-cyclopenta[d]-pyrimidin-4-yl)piperazin-1-yl)-3-oxopropyl)amino)propoxy)propanoic acid dihydrochloride